CC=1C(C2=CC(=CC=C2C1)C)N 2,6-dimethyl-indenamine